4-[(4-cyanophenyl)sulfonyl]-N-[(naphthalen-2-yl)methyl]-1-(thiophene-2-carbonyl)piperazine-2-carboxamide C(#N)C1=CC=C(C=C1)S(=O)(=O)N1CC(N(CC1)C(=O)C=1SC=CC1)C(=O)NCC1=CC2=CC=CC=C2C=C1